ClC=1C=2N(C=C(C1)C1(CC(C1)C)C=1N(C(=NN1)S)C([2H])([2H])[2H])C=CN2 5-(1-(8-chloroimidazo[1,2-a]pyridin-6-yl)-3-methylcyclobutyl)-4-(methyl-d3)-4H-1,2,4-triazole-3-thiol